(2,4-dimethylpyrrolo[1,2-a]pyrimidin-8-yl)-[(7S)-2,7-dimethyl-3-(3,4,5-trifluorophenyl)-5,7-dihydro-4H-pyrazolo[3,4-c]pyridin-6-yl]methanone methyl-4-ethoxycarbonylbenzoylformate COC(=O)C(C1=CC=C(C=C1)C(=O)OCC)=O.CC1=NC=2N(C(=C1)C)C=CC2C(=O)N2[C@H](C=1C(CC2)=C(N(N1)C)C1=CC(=C(C(=C1)F)F)F)C